2-ethoxy-5-(4-phenylpiperidine-1-sulfonyl)benzoic acid C(C)OC1=C(C(=O)O)C=C(C=C1)S(=O)(=O)N1CCC(CC1)C1=CC=CC=C1